FC=1C=NC=C(C1)N 3-fluoro-5-aminopyridine